2-(2-Chloro-5-(1-hydroxyethyl)-8-oxothieno[2',3':4,5]pyrrolo[1,2-d][1,2,4]triazin-7(8H)-yl)-N-((R)-piperidin-3-yl)acetamide hydrochloride Cl.ClC1=CC2=C(C=C3N2C(=NN(C3=O)CC(=O)N[C@H]3CNCCC3)C(C)O)S1